C(C)(C)(C)OC(=O)N1CC=2C(=NN3C2C(CCC(C3)(O)CF)(F)F)CC1.N1C(=NC=C1)CCC(C)C=1NC=CN1 1,3-di(imidazolyl)butane tert-Butyl-11,11-difluoro-8-(fluoromethyl)-8-hydroxy-3,4,8,9,10,11-hexahydro-1H-pyrido[4',3':3,4]pyrazolo[1,5-a]azepine-2(7H)-carboxylate